NC=1C(=CC=2N=C3N(CCN(C3)C(CCOCC3NCC3)=O)C2N1)Cl 2-((3-(2-amino-3-chloro-8,9-dihydropyrido[3',2':4,5]imidazo[1,2-a]pyrazin-7(6H)-yl)-3-oxopropoxy)methyl)azetidin